methyl-4-methoxybicyclo[2.2.2]octane CC12CCC(CC1)(CC2)OC